BrC=1C=C2C=NN(C2=CC1)CCN1C[C@H](CC1)F (S)-5-bromo-1-(2-(3-fluoropyrrolidin-1-yl)ethyl)-1H-indazole